amidinobenzylamine acetate C(C)(=O)O.C(N)(=N)NCC1=CC=CC=C1